C[C@@]1([C@H](OC)[C@H](O)[C@@H](CO)O1)N1C(=O)NC(=O)C=C1 methyl-2'-O-methyl-uridine